(tetrahydro-pyran-4-yl)-methanone O1CCC(CC1)C=O